FC1=CC=C2C=C(C(NC2=C1)=O)C(=O)N 7-fluoro-2-oxo-1,2-dihydroquinoline-3-carboxamide